tert-butyl 4-((1r,4r)-4-(5-(furo[3,2-b]pyridine-3-carboxamido)-6-methoxy-2H-indazol-2-yl)cyclohexyl)piperazine-1-carboxylate O1C=C(C2=NC=CC=C21)C(=O)NC2=CC1=CN(N=C1C=C2OC)C2CCC(CC2)N2CCN(CC2)C(=O)OC(C)(C)C